CC=1C(=CC=2NC3=CC=CC=C3C2C1C(=O)OCC)C1=C(C=CC=C1)N 3-methyl-4-ethoxycarbonyl-2-(2'-aminophenyl)-9H-carbazole